N-(2-(2-hydroxyethoxy)ethyl)-1-methyl-2-((6-(3-methyl-2-oxooxazolidin-5-yl)benzo[d]oxazol-2-yl)amino)-1H-benzo[d]imidazole-5-carboxamide OCCOCCNC(=O)C1=CC2=C(N(C(=N2)NC=2OC3=C(N2)C=CC(=C3)C3CN(C(O3)=O)C)C)C=C1